beta-methylpentanol CC(CO)CCC